isocrotonic acid chloride C(\C=C/C)(=O)Cl